2-[3-(5-chloro-2-fluoro-phenyl)-1H-pyrazol-4-yl]-7-(5,6,7,8-tetrahydro-[1,2,4]triazolo[1,5-a]pyrazin-2-yl)-1,5-naphthyridine ClC=1C=CC(=C(C1)C1=NNC=C1C1=NC2=CC(=CN=C2C=C1)C1=NN2C(CNCC2)=N1)F